C1(CC1)CN1CC2=CC(=CC(=C2C1=O)NC(=O)C1=C2C(=NC=C1)CCC2)C N-(2-(Cyclopropylmethyl)-6-methyl-3-oxoisoindolin-4-yl)-6,7-dihydro-5H-cyclopenta[b]pyridine-4-carboxamide